7-isobutyl-8-methyl-6,7,8,9-tetrahydrooxazolo[5,4-f]isoquinolin C(C(C)C)N1CC2=CC=C3C(=C2CC1C)OC=N3